6-(dimethylamino)pyridine-2-carboxylate CN(C1=CC=CC(=N1)C(=O)[O-])C